NC1=C2N=C(N(C2=NC=N1)CCC(=O)NC)SC=1C=C2C(CCC2=CC1I)F 3-[6-Amino-8-(3-fluoro-6-iodo-indan-5-ylsulfanyl)-purin-9-yl]-N-methyl-propionamide